NC1=NC2=CC(=CC=C2C=C1F)CN(C(=O)C=1C=NC(=NC1)C)C1=CC=CC=2C(CCS(C21)(=O)=O)(F)F N-[(2-amino-3-fluoroquinolin-7-yl)methyl]-N-(4,4-difluoro-1,1-dioxo-3,4-dihydro-2H-1λ6-benzothiopyran-8-yl)-2-methylpyrimidine-5-carboxamide